(5-(benzyloxy)-1H-indol-2-yl)Methanamine C(C1=CC=CC=C1)OC=1C=C2C=C(NC2=CC1)CN